OCC1=C(C=C(COCCOCCC(C(=O)N)CCC)C=C1)[N+](=O)[O-] 2-(2-(2-((4-(hydroxymethyl)-3-nitrobenzyl)oxy)ethoxy)ethyl)pentanamide